2-(4-Tolyl)-6-methyl-[1,3,6,2]dioxazaborocane C1(=CC=C(C=C1)B1OCCN(CCO1)C)C